FC(=COC=C(F)OC)OC fluoro-methoxy-vinylether